ClC1=CC=C2[C@@]3(C(NC2=C1)=O)C1(N[C@H]([C@@H]3C3=C(C(=CC=C3)Cl)F)C(=O)NC32CC(C3)(C2)C(=O)O)CCCCC1 3-((3'R,4'S,5'R)-6''-chloro-4'-(3-chloro-2-fluorophenyl)-2''-oxodispiro[cyclohexane-1,2'-pyrrolidine-3',3''-indoline]-5'-carboxamido)bicyclo[1.1.1]pentane-1-carboxylic acid